ClC1=NC=C(C(=N1)N1[C@H](COC2(CC2)C1)C)Cl (6S)-7-(2,5-dichloropyrimidin-4-yl)-6-methyl-4-oxa-7-azaspiro[2.5]octane